C(C)(C)(C)OC(=O)N1C(CC1)OC=1C=NC(=CC1)[N+](=O)[O-] ((6-nitropyridin-3-yl)oxy)azetidine-1-carboxylic acid tert-butyl ester